1-Butylimidazole C(CCC)N1C=NC=C1